COC(=O)C1CN(C1)C1CCC2=CC(=CC=C12)OCC1=CC(=C(C=C1)C1CC1)C(F)(F)F 1-(5-((4-cyclopropyl-3-(trifluoromethyl)benzyl)oxy)-2,3-dihydro-1H-inden-1-yl)azetidine-3-carboxylic acid methyl ester